N-(6-(3-(2-(benzo[d][1,3]dioxol-5-yl)acetamido)-4-fluorophenoxy)benzo[d]thiazol-2-yl)cyclopropanecarboxamide O1COC2=C1C=CC(=C2)CC(=O)NC=2C=C(OC1=CC3=C(N=C(S3)NC(=O)C3CC3)C=C1)C=CC2F